CC=1C(=NC=CC1)CN1[C@H](CCCC1)C(=O)O (2R)-1-[(3-methyl-2-pyridyl)methyl]piperidine-2-carboxylic acid